1-N-decanylpyridine C(CCCCCCCCC)N1CC=CC=C1